6-(5-((2-fluoro-5-(trifluoromethyl)benzyl)carbamoyl)-1,4-dimethyl-1H-imidazol-2-yl)-N-methyl-1H-indazole-3-carboxamide FC1=C(CNC(=O)C2=C(N=C(N2C)C2=CC=C3C(=NNC3=C2)C(=O)NC)C)C=C(C=C1)C(F)(F)F